rac-(R)-6-chloro-7-(2-(((3-chloropyridin-2-yl)oxy)methyl)-2-methyl-pyrrolidin-1-yl)-1-(6-(3-(dimethyl-amino)azetidin-1-yl)pyridin-3-yl)-4-oxo-1,4-dihydro-quinoline-3-carboxylic acid ClC=1C=C2C(C(=CN(C2=CC1N1[C@@](CCC1)(C)COC1=NC=CC=C1Cl)C=1C=NC(=CC1)N1CC(C1)N(C)C)C(=O)O)=O |r|